OC[C@H]1N(C[C@H](C1)C=1C=C(C=CC1)C)C(=O)OC(C)(C)C tert-butyl (2S,4R)-2-(hydroxymethyl)-4-(m-tolyl)pyrrolidine-1-carboxylate